C(C)OC(=O)C1(N(C(=NN1C1=CC=C(C=C1)Br)C(F)F)C1=CC=C(C=C1)C)C(F)(F)F 1-(4-bromophenyl)-3-(difluoromethyl)-4-(p-tolyl)-5-(trifluoromethyl)-4,5-dihydro-1H-1,2,4-triazole-5-carboxylic acid ethyl ester